6-(methoxymethyloxy)-2,3-dihydrofuro[3,2-b]pyridine COCOC=1C=C2C(=NC1)CCO2